C(C)C1=CC=C(C=CC(C)C(O)([C@H](O)[C@@H](O)[C@H](O)[C@H](O)CO)C(C=CC2=CC=C(C=C2)CC)C)C=C1 bis-(p-ethylbenzylideneisopropyl)sorbitol